C(C)N1C2=C([C@H]([C@H](C1=O)NC(C1=CC(=CC=C1)C(F)(F)F)=O)C1=CC=C(C=C1)F)C(=NN2C2=CC=CC=C2)C#CC |r| rac-N-((4R,5R)-7-ethyl-4-(4-fluorophenyl)-6-oxo-1-phenyl-3-(prop-1-yn-1-yl)-4,5,6,7-tetrahydro-1H-pyrazolo[3,4-b]pyridine-5-yl)-3-(trifluoromethyl)benzamide